CC(C\C=C(\C=C)/C1=CC=CC=C1)C (Z)-(6-methylhepta-1,3-dien-3-yl)benzene